C(CCC)OC(=O)C=1C=C2C(N(CC2=CC1)C=1C=C(C=CC1C(=O)O)C1=CC(=C(C=C1)F)F)=O 2-(4-Carboxy-3',4'-difluoro-biphenyl-3-yl)-3-oxo-2,3-dihydro-1H-isoindole-5-carboxylic acid butyl ester